6-Chloro-3-[[(1R)-1-[3,6-dimethyl-4-oxo-2-(2-pyridyl)chromen-8-yl]ethyl]amino]-N-methylsulfonyl-pyridine-2-carboxamide ClC1=CC=C(C(=N1)C(=O)NS(=O)(=O)C)N[C@H](C)C=1C=C(C=C2C(C(=C(OC12)C1=NC=CC=C1)C)=O)C